NCCOCCN1N=NC(=C1)COCC1=C(C(=O)NC2=CC=C(C=C2)C2=NN(C(=C2)NC(C2=CC=CC=C2)=O)C)C=CC=C1 2-(((1-(2-(2-aminoethoxy)ethyl)-1H-1,2,3-triazol-4-yl)methoxy)methyl)-N-(4-(5-benzamido-1-methyl-1H-pyrazol-3-yl)phenyl)benzamide